S1C2=C(C(=C1)/C=C/C(=O)O)SC=C2 (E)-3-(thieno[3,2-b]thiophen-3-yl)acrylic acid